N1CC(C1)N(CCCCO)C 4-(azetidin-3-yl-(methyl)amino)butan-1-ol